CC1=CNC2=NC(=CC(=C21)C2=CC=C(C=C2)NS(=O)(=O)CCC)NC(=O)C2CC2 N-(3-methyl-4-(4-(propylsulfonamido)phenyl)-1H-pyrrolo[2,3-b]pyridin-6-yl)cyclopropylcarboxamide